ClC1=C(C(=O)NC2=CC=C(C=C2)C2=NN(C(=C2)NC(=O)C2CCCC2)C)C=CC=C1 2-Chloro-N-(4-(5-(cyclopentanecarboxamido)-1-methyl-1H-pyrazol-3-yl)phenyl)benzamide